C(C(C)=C)OCC(C(=O)OCCCCCCCCCCCCCCC)=C pentadecyl α-methallyloxymethylacrylate